COC(C(C(C1=CC(=C(C=C1)C)CN1C[C@H](OC2=C(C=C3C=CN=CC3=C2)C1)CC)C1=C(C2=C(N(N=N2)C)C=C1)C)(C)C)=O 3-(1,4-dimethyl-1H-benzo[d][1,2,3]triazol-5-yl)-3-(3-(((R)-2-ethyl-2,3-dihydro-[1,4]oxazepino[6,7-g]isoquinolin-4(5H)-yl)methyl)-4-methylphenyl)-2,2-dimethylpropanoic acid methyl ester